FC(C(C(C(F)(F)F)(F)F)(F)F)(S(=O)(=O)OC1CC(C1)(F)F)F (3,3-difluorocyclobutyl) 1,1,2,2,3,3,4,4,4-nonafluorobutane-1-sulfonate